C(C=C)(=O)O.CCCCCC hexan-acrylate